6-cyclopropoxy-2-(1-methyl-2-oxabicyclo[2.1.1]hexan-4-yl)-2H-pyrazolo[3,4-b]pyridine-5-carboxylic acid C1(CC1)OC=1C(=CC=2C(N1)=NN(C2)C21COC(C2)(C1)C)C(=O)O